barium cerium zirconium yttrium ytterbium [Yb].[Y].[Zr].[Ce].[Ba]